4-(1,3-dioxoisoindolin-2-yl)butanoic acid O=C1N(C(C2=CC=CC=C12)=O)CCCC(=O)O